ClC1=C(C=C2C(=C(N(C2=C1F)C)C1=NC(=NN1)C(=O)N1CC(CCC1)O)N1C=NC=C1)OC (5-(6-chloro-7-fluoro-3-(1H-imidazol-1-yl)-5-methoxy-1-methyl-1H-indol-2-yl)-1H-1,2,4-triazol-3-yl)(3-hydroxypiperidin-1-yl)methanone